1,3-dihydroindolo[2,3-a]carbazole C1CCC=C2C1=NC=1C2=CC=C2C3=CC=CC=C3NC12